OCC1=NC=CC(=C1)O[C@@H]1CN(CC1)C(=O)OC(C)(C)C tert-Butyl (S)-3-((2-(hydroxymethyl)pyridin-4-yl)oxy)pyrrolidine-1-carboxylate